phenyl 2-chloro-3,5-difluoro-4-hydroxybenzenecarbamate ClC1=C(C=C(C(=C1F)O)F)NC(=O)OC1=CC=CC=C1